2-(1,1-dioxidotetrahydro-2H-thiopyran-4-yl)-ethyl-3-(trifluoromethyl)-1H-pyrazole-5-carboxamide O=S1(CCC(CC1)CCN1N=C(C=C1C(=O)N)C(F)(F)F)=O